1,1,1,3,3-pentachloro-disilazane Cl[Si](N[SiH](Cl)Cl)(Cl)Cl